FC1=CC=CC(=N1)CN1N=CC2=C(C1=O)N(C1=C2C=CC(=N1)CC1=NC(=CC=C1)C)C 7-((6-fluoropyridin-2-yl)methyl)-9-methyl-2-((6-methylpyridin-2-yl)methyl)-7,9-dihydro-8H-pyrido[3',2':4,5]pyrrolo[2,3-d]pyridazin-8-one